5-bromo-2-(3-chloro-2-pyridinyl)-2H-pyrazole-3-carboxylic acid BrC=1C=C(N(N1)C1=NC=CC=C1Cl)C(=O)O